O=C1NC2=CC=CC=C2C12C(NC(C2)C(=O)N)([2H])[2H] 2-oxospiro[indoline-3,3'-pyrrolidine]-2',2'-d2-5'-carboxamide